2'-Chloro-6-fluoro-5'-(1-hydroxy-2-(isopropylamino)-1-phenylethyl)-5-(2-methoxyethoxy)-[1,1'-biphenyl]-2-carbonitrile ClC1=C(C=C(C=C1)C(CNC(C)C)(C1=CC=CC=C1)O)C=1C(=CC=C(C1F)OCCOC)C#N